3-(2-methyl-2H-tetrazol-5-yl)-N-(methylsulfonyl)-4-((4-(trifluoromethyl)phenyl)amino)benzamide CN1N=C(N=N1)C=1C=C(C(=O)NS(=O)(=O)C)C=CC1NC1=CC=C(C=C1)C(F)(F)F